N[C@H](CO)CC (2S)-2-aminobutan-1-ol